CC1=CC=C(C=C1)S(=O)(=O)N[C@H](C)C(=O)CO (p-toluenesulfonyl)-D-alanylcarbinol